COC(=O)[C@H]1N(C[C@@H](C1)OC1=CC=CC=C1)C(CNC(C1=CC=C(C=C1)OC1=CC=CC=C1)=O)=O (2S,4R)-4-phenoxy-1-((4-phenoxybenzoyl)glycyl)pyrrolidine-2-carboxylic acid methyl ester